tris(N-nitroso-N-phenyl-hydroxylamine) aluminum salt [Al].N(=O)N(O)C1=CC=CC=C1.N(=O)N(O)C1=CC=CC=C1.N(=O)N(O)C1=CC=CC=C1